7-((6-chloro-5-(trifluoromethyl)pyridin-2-yl)oxy)-2-azaspiro[3.5]Nonane-2-carboxylic acid ClC1=C(C=CC(=N1)OC1CCC2(CN(C2)C(=O)O)CC1)C(F)(F)F